2,6-Difluoro-3-(6-(4-(methylsulfonyl)piperazin-1-yl)-1H-indazol-3-yl)phenol FC1=C(C(=CC=C1C1=NNC2=CC(=CC=C12)N1CCN(CC1)S(=O)(=O)C)F)O